(R)-(1-(8-methoxy-1,3-dimethylpyrrolo[1,2-a]quinoxalin-4-yl)naphthalen-2-yl)dl-m-methylphenylphenylphosphine oxide COC1=CC=C2N=C(C=3N(C2=C1)C(=CC3C)C)C3=C(C=CC1=CC=CC=C31)[P@](C3=CC(=CC=C3)C)(C3=CC=CC=C3)=O